8-glycidyloxyoctylmethoxydimethylsilane C(C1CO1)OCCCCCCCC[Si](C)(C)OC